methyl 3-(3-hydroxypropoxy)-2,2-dimethylpropanoate OCCCOCC(C(=O)OC)(C)C